ClC1=CC=C(CN2C(=NC=3N(C(N(C(C23)=O)CCCO)=O)C)C#CC(C)(C)C)C=C1 (4-chlorobenzyl)-8-(3,3-dimethylbut-1-yn-1-yl)-1-(3-hydroxypropyl)-3-methyl-3,7-dihydro-1H-purine-2,6-dione